3-(1-methylpiperidin-4-yloxy)benzene-1,2-diamine CN1CCC(CC1)OC1=C(C(=CC=C1)N)N